6-Chloro-8-(2,6-dichloro-pyridin-3-yl)-9-ethyl-1-methyl-9H-pyrido[3,4-b]indole ClC=1C=C2C3=C(N(C2=C(C1)C=1C(=NC(=CC1)Cl)Cl)CC)C(=NC=C3)C